6-[[5-(trifluorometh-yl)pyrimidin-2-yl]-methyl]-2-azaspiro-[3.3]heptane FC(C=1C=NC(=NC1)CC1CC2(CNC2)C1)(F)F